N-[3-(o-toluenesulfonyloxy)phenyl]-N'-[3-(o-toluenesulfonyloxy)phenyl]urea CC=1C(=CC=CC1)S(=O)(=O)OC=1C=C(C=CC1)NC(=O)NC1=CC(=CC=C1)OS(=O)(=O)C=1C(C)=CC=CC1